F[C@@H]1[C@@H](C1)C(=O)O |r| (+-)-cis-2-fluorocyclopropanecarboxylic acid